N1=CC=C(C=C1)C1=NC(=NN1)C1=CC(=NC=C1)C#N 4-[5-(pyridin-4-yl)-1H-1,2,4-triazol-3-yl]Pyridine-2-carbonitrile